CC=1N=NN2C1C1=C(C(CC2)NC=2C=C(C(=O)OC)C=CC2)C=C(C=C1)C=1C=NN(C1)C methyl 3-((1-methyl-9-(1-methyl-1H-pyrazol-4-yl)-6,7-dihydro-5H-benzo[c][1,2,3]triazolo[1,5-a]azepin-7-yl)amino)benzoate